chromium-zirconium-beryllium [Be].[Zr].[Cr]